COCC(CCCCCC(C)C)(C)COC 1-methoxy-2-(methoxymethyl)-2,8-dimethylnonane